tert-butyl ((1r,3r)-3-(2-(4-chloropyridin-2-yl)-2,2-difluoroethyl)cyclobutyl)carbamate ClC1=CC(=NC=C1)C(CC1CC(C1)NC(OC(C)(C)C)=O)(F)F